9-(2,4-difluorophenyl)-3-fluoro-7-((2R)-2-(2-methoxypyridin-4-yl)tetrahydro-2H-pyran-4-yl)-2-methyl-4H-pyrazino[1,2-a]pyrimidin-4-one FC1=C(C=CC(=C1)F)C1=NC(=CN2C1=NC(=C(C2=O)F)C)C2C[C@@H](OCC2)C2=CC(=NC=C2)OC